5-chloro-2-hydroxy-N-(6-trifluoromethoxy-2-benzothiazolyl)-benzamide ClC=1C=CC(=C(C(=O)NC=2SC3=C(N2)C=CC(=C3)OC(F)(F)F)C1)O